N[C@H](C(=O)N[C@@H]1[C@H]([C@H](NC1)C(=O)O)CCCB(O)O)C1CCCC1 (2S,3R,4R)-4-((S)-2-amino-2-cyclopentylacetamido)-3-(3-boronopropyl)pyrrolidine-2-carboxylic acid